[Br-].C(C=C)(=O)N[N+](CCCCCCCCCCCC)(C)C acrylamidodimethyl-dodecyl-ammonium bromide